γ-anilinopropyl-triethoxysilane sodium perfluoromethanesulfonic acid salt FC(S(=O)(=O)[O-])(F)F.[Na+].N(C1=CC=CC=C1)CCC[Si](OCC)(OCC)OCC